FC=1C=C2C(C(=CNC2=C(C1F)OCC(C)O)C(=O)O)=O 6,7-difluoro-8-(2-hydroxypropoxy)-4-oxo-1,4-dihydroquinoline-3-carboxylic acid